COC1=CC=C(C=C1)[N-]C=CCC(F)(F)F N-(4-methoxyphenyl)-N-(2,2,2-trifluoroethyl)vinylamide